Methyl (1S,3S)-3-((6-(5-((((4-fluorobutyl)(methyl)carbamoyl)oxy) methyl)-1-methyl-1H-1,2,3-triazol-4-yl)-2-methylpyridin-3-yl)oxy)cyclohexane-1-carboxylate FCCCCN(C(=O)OCC1=C(N=NN1C)C1=CC=C(C(=N1)C)O[C@@H]1C[C@H](CCC1)C(=O)OC)C